1-((1-(4-(1H-pyrazol-4-yl)-2-(trifluoromethyl)phenyl)piperidin-4-yl)methyl)pyrrolidin-2-one N1N=CC(=C1)C1=CC(=C(C=C1)N1CCC(CC1)CN1C(CCC1)=O)C(F)(F)F